C(C)C1=CC=C(\C=C/2\C(N(C(S2)=O)CCCC(=O)NC=2C=CC(=C(C(=O)O)C2)F)=O)C=C1 (Z)-5-(4-(5-(4-ethylbenzylidene)-2,4-dioxothiazolidin-3-yl)butanamido)-2-fluorobenzoic acid